3-[3'-adamantan-1-yl-4'-(4-carboxy-butoxy)-biphenyl-4-yl]-acrylic acid C12(CC3CC(CC(C1)C3)C2)C=2C=C(C=CC2OCCCCC(=O)O)C2=CC=C(C=C2)C=CC(=O)O